[Cl-].C(C)(C)C1=C(C=CC=C1)C(C)C diisopropylbenzene chloride